C(C=C)O[C@@H]1C[C@@H](N(C1)C(=O)OC(C)(C)C)CO[Si](C)(C)C(C)(C)C (2R,4R)-tert-butyl 4-(allyloxy)-2-(((tert-butyldimethylsilyl)oxy)methyl)-pyrrolidine-1-carboxylate